C(C)NC=1C(=CC(=C(C#N)C1)N1CCN(CC1)CC=1N=NC=CC1)CC(C)C 5-(ethylamino)-4-isobutyl-2-(4-(pyridazin-3-ylmethyl)piperazin-1-yl)benzonitrile